[4-(Trifluoromethyl)phenyl]acetic acid FC(C1=CC=C(C=C1)CC(=O)O)(F)F